((3-bromo-1-methyl-1H-pyrazol-4-yl)methyl)isoxazole-3-carbonitrile BrC1=NN(C=C1CC=1C(=NOC1)C#N)C